FC(C(=O)O)(C1=CC=CC=C1)C1=CC=CC=C1 2-fluoro-2,2-diphenylacetic acid